N-[[(2R,3S,4R,5R)-5-(2-amino-6-oxo-1H-purin-9-yl)-3,4-dihydroxy-tetrahydrofuran-2-yl]methyl]propanamide NC=1NC(C=2N=CN(C2N1)[C@H]1[C@@H]([C@@H]([C@H](O1)CNC(CC)=O)O)O)=O